COC([C@@H](CCI)NC(=O)OC(C)(C)C)=O (2R)-2-[[tert-butoxycarbonyl]amino]-4-iodobutyric acid methyl ester